OCCOC(=O)C1=CC=C(O1)C=1OC(=CC1)C(=O)OCCO bis(2-hydroxyethyl)(2,2'-bifuran)-5,5'-dicarboxylate